OC(C)(C)C1=CC=CC=N1 6-(2-hydroxyprop-2-yl)pyridine